C(=O)C1=NC2=CC=C(C=C2C(=C1)C1=CC=C(C(=O)OC(C)(C)C)C=C1)C(=O)N1CCOCC1 tert-butyl 4-(2-formyl-6-(morpholine-4-carbonyl)quinolin-4-yl)benzoate